2-chloro-5,6,8-trihydroxy-1,4-naphthoquinone ClC=1C(C2=C(C=C(C(=C2C(C1)=O)O)O)O)=O